C[C@H]1N([C@@H](CN(C1)C(=O)OCC1C2=CC=CC=C2C=2C=CC=CC12)C)C(=O)OCC1=CC=CC=C1 4-((9H-fluoren-9-yl) methyl) 1-benzyl (2R,6R)-2,6-dimethylpiperazine-1,4-dicarboxylate